3-(7-acetyl-4-amino-3-((1-methyl-1H-benzo[d]imidazol-5-yl)ethynyl)-1H-pyrazolo[4,3-c]pyridin-1-yl)pyrrolidin C(C)(=O)C=1C2=C(C(=NC1)N)C(=NN2C2CNCC2)C#CC2=CC1=C(N(C=N1)C)C=C2